CN1N=CC(=C1)C=1N=C(SC1)C1=C(C(=O)N)C=CC(=C1)N1CCOCC1 [4-(1-methylpyrazol-4-yl)thiazol-2-yl]-4-morpholino-benzamide